3-(5-chlorothiophen-2-yl)-5-(2-(3-fluoropyrrolidin-1-yl)-2-oxoethyl)thieno[3,2-c]pyridin-4(5H)-one ClC1=CC=C(S1)C1=CSC2=C1C(N(C=C2)CC(=O)N2CC(CC2)F)=O